3-(tert-butoxy)-9-((2-fluorocyclopropyl)methoxy)-10-methoxy-1,3,4,6,7,11b-hexahydro-2H-pyrido[2,1-a]isoquinolin-2-ol C(C)(C)(C)OC1C(CC2N(CCC3=CC(=C(C=C23)OC)OCC2C(C2)F)C1)O